NC(C)C=1N=CC(=NC1)C#N 5-(1-aminoethyl)pyrazine-2-carbonitrile